C(C)(C)(C)C=1C=C(C=C(C1O)C(C)(C)C)CCC(=O)NCCCCCCNC(CCC1=CC(=C(C(=C1)C(C)(C)C)O)C(C)(C)C)=O N,N'-Bis-(3,5-di-tert-butyl-4-hydroxyphenylpropionyl)-hexamethylendiamin